OCCN(C(=O)[C@@H]1[C@@H](N(CCC1)C(=O)OC(C)(C)C)C(=O)OC)C O1-tert-butyl O2-methyl (2R,3S)-3-[2-hydroxyethyl(methyl)carbamoyl]piperidine-1,2-dicarboxylate